(E)-N-(5-(4-chlorostyryl)-1,3,4-thiadiazol-2-yl)-3-(naphthalen-1-yl)isonicotinamide ClC1=CC=C(/C=C/C2=NN=C(S2)NC(C2=C(C=NC=C2)C2=CC=CC3=CC=CC=C23)=O)C=C1